BrC1=NC=CC(=N1)NC(C)=O N-(2-Bromopyrimidin-4-yl)acetamide